OC(CC1=CC(=C(C=C1)COC1=C(C=C(C=C1)C1C=2C(NC(C1)=O)=NNC2)OC)C(F)(F)F)(C)C 4-(4-{[4-(2-hydroxy-2-methylpropyl)-2-(trifluoromethyl)phenyl]methoxy}-3-methoxyphenyl)-2H,4H,5H,6H,7H-pyrazolo[3,4-b]pyridin-6-one